1-(4-(5-(chlorodifluoromethyl)-1,2,4-oxadiazol-3-yl)phenyl)-2-((isoxazol-4-ylmethyl)sulfonyl)ethan-1-one ClC(C1=NC(=NO1)C1=CC=C(C=C1)C(CS(=O)(=O)CC=1C=NOC1)=O)(F)F